tert-butyl 4-((5-(2-(ethyl(isopropyl)carbamoyl)-4-fluorophenoxy)pyrimidin-4-yl)amino)piperidine-1-carboxylate C(C)N(C(=O)C1=C(OC=2C(=NC=NC2)NC2CCN(CC2)C(=O)OC(C)(C)C)C=CC(=C1)F)C(C)C